C(CCCCC(=O)OCCOCCOC)(=O)OCCOCCOC bis[2-(2-methoxyethoxy) ethyl] adipate